C(C)OC1=C(C(CC(C1)(C)C)=O)C=1C=C(C=CC1C)C1=CC=C(OCCOCCOCCOCC(=O)O)C=C1 2-[2-[2-[2-[4-[3-(2-ethoxy-4,4-dimethyl-6-oxo-cyclohexen-1-yl)-4-methylphenyl]phenoxy]ethoxy]ethoxy]-ethoxy]acetic acid